4-(6,8-Dimethoxy-1,3,4,5-tetrahydro-2H-benzazepin-2-yl)-6-(3-methoxyphenyl)pyrimidin-2-amine COC1=CC(=CC2=C1CCCC(N2)C2=NC(=NC(=C2)C2=CC(=CC=C2)OC)N)OC